IN(C(C)C)C(C)C N-iodo-di-2-propyl-amine